pentylene dimethacrylate C(C(=C)C)(=O)OCCCCCOC(C(=C)C)=O